6-((S)-4-propenoyl-2-methylpiperazin-1-yl)-N-(4-fluoro-3-hydroxyphenyl)-2-(((S)-1-methylpyrrolidin-2-yl)methoxy)pyrimidine-4-carboxamide C(C=C)(=O)N1C[C@@H](N(CC1)C1=CC(=NC(=N1)OC[C@H]1N(CCC1)C)C(=O)NC1=CC(=C(C=C1)F)O)C